C(C)(=O)N1C=2N=C(NC(C2N=C1)=O)NC(C(C)C)=O N-(9-acetyl-6-oxo-6,9-dihydro-1H-purin-2-yl)isobutyramide